4-(2,4-difluorophenoxy)-N-(9-methyl-8-oxo-6,7,8,9-tetrahydro-5H-pyrido[2,3-b]azepin-7-yl)pyridinecarboxamide FC1=C(OC2=CC(=NC=C2)C(=O)NC2CCC3=C(N(C2=O)C)N=CC=C3)C=CC(=C1)F